CC1=C(C=O)C=CC=C1C(F)(F)F 2-methyl-3-(trifluoromethyl)benzaldehyde